BrC=1C=C(C=C2C(N(C(S2)=NN=C2C(NC3=CC=C(C=C23)Br)=O)C2=CC=C(C=C2)C)=O)C=CC1 3-(2-(5-(3-bromobenzylidene)-3-(4-methylphenyl)-4-oxothiazolidin-2-ylidene)hydrazono)-5-bromoindol-2-one